8-hydroxypyrenetrisulfonate OC=1C=CC2=CC=C3C(=C(C(=C4C=CC1C2=C43)S(=O)(=O)[O-])S(=O)(=O)[O-])S(=O)(=O)[O-]